(S)-2-(((1S,4R)-3,3-dimethyl-4-(4-(5,6,7,8-tetrahydro-1,8-naphthyridin-2-yl)butoxy)cyclopentyl)(methyl)amino)-2-((S)-1-methylisochroman-8-yl)acetic acid CC1(C[C@@H](C[C@H]1OCCCCC1=NC=2NCCCC2C=C1)N([C@H](C(=O)O)C=1C=CC=C2CCO[C@H](C12)C)C)C